5-(1-((3-ethyl-2-oxo-4-thioxo-1,2,3,4-tetrahydroquinazolin-7-yl)methyl)piperidin-4-yl)-N,6-dimethylpicolinamide formate C(=O)O.C(C)N1C(NC2=CC(=CC=C2C1=S)CN1CCC(CC1)C=1C=CC(=NC1C)C(=O)NC)=O